3-(2-methoxypyrimidin-5-yl)-N-((3S,4R)-1-methyl-4-(2-(trifluoromethyl)phenyl)pyrrolidin-3-yl)-1H-pyrazolo[3,4-b]pyridine-5-amide COC1=NC=C(C=N1)C1=NNC2=NC=C(C=C21)C(=O)N[C@@H]2CN(C[C@H]2C2=C(C=CC=C2)C(F)(F)F)C